C12(CCC1)OC1=C(O2)C=CC(=C1)C1(CC1)C(=O)O 1-(spiro[benzo[d][1,3]dioxole-2,1'-cyclobutane]-5-yl)cyclopropanecarboxylic acid